ethyl (S)-3-(2',6'-dimethylbiphenyl-4-yl)-3-(3-(4-hydroxy-1,6-dimethyl-2-oxo-1,2-dihydropyridin-3-yl)ureido)propanoate CC1=C(C(=CC=C1)C)C1=CC=C(C=C1)[C@H](CC(=O)OCC)NC(=O)NC=1C(N(C(=CC1O)C)C)=O